ClC=1C(N(N=CC1Cl)C1CCN(CC1)C(CC)C1=NC(=NO1)C1CC1)=O 4,5-dichloro-2-(1-(1-(3-cyclopropyl-1,2,4-oxadiazol-5-yl)propyl)piperidin-4-yl)pyridazin-3(2H)-one